2-octyloxyethanol C(CCCCCCC)OCCO